tert-butyl 6-[4-[[1-(difluoromethyl)pyrazol-4-yl]-phenyl-carbamoyl]-1,5-dimethyl-pyrrol-2-yl]-1,2,3,4-tetrahydroisoquinoline-7-carboxylate FC(N1N=CC(=C1)N(C(=O)C=1C=C(N(C1C)C)C=1C=C2CCNCC2=CC1C(=O)OC(C)(C)C)C1=CC=CC=C1)F